Cl.N1(CCNCCC1)C1=NC=NC=2C=NC=3N=C(C=CC3C21)OC 1-(1,4-diazepane-1-yl)-8-methoxypyrimido[4,5-c][1,8]naphthyridine hydrochloride